Tetrahexylammonium tetrafluoroborat F[B-](F)(F)F.C(CCCCC)[N+](CCCCCC)(CCCCCC)CCCCCC